2-fluoro-N-(6-fluoro-8-methyl-1-isoquinolyl)-4-(5-hydroxy-1,3,4-thiadiazol-2-yl)-N-[(3R)-3-piperidyl]benzamide FC1=C(C(=O)N([C@H]2CNCCC2)C2=NC=CC3=CC(=CC(=C23)C)F)C=CC(=C1)C=1SC(=NN1)O